4-Methyl-2-[[4-[4-morpholinyl]-6-[[(tetrahydro-2-furanyl)methyl]amino]-2-pyrimidinyl]amino]-5-thiazolecarboxylic acid ethyl ester C(C)OC(=O)C1=C(N=C(S1)NC1=NC(=CC(=N1)N1CCOCC1)NCC1OCCC1)C